FC(C(=O)O)(F)F.NCCN1CCN(CC1)C(=O)C1=C(C=C(C=C1)NC(=O)C=1N(C(=CN1)C1=C(C(=C(C=C1)OCC#N)F)F)C)Cl N-[4-[4-(2-aminoethyl)piperazine-1-carbonyl]-3-chloro-phenyl]-5-[4-(cyanomethoxy)-2,3-difluoro-phenyl]-1-methyl-imidazole-2-carboxamide trifluoroacetate